3-[5-bromo-1-(2,6-dichlorobenzoyl)pyrrolo[2,3-b]pyridine-3-carbonyl]-4-fluoro-2-methoxyaniline BrC=1C=C2C(=NC1)N(C=C2C(=O)C=2C(=C(N)C=CC2F)OC)C(C2=C(C=CC=C2Cl)Cl)=O